FC1=C(C(=C2C=NN(C2=C1)C1OCCCC1)B1OC(C(O1)(C)C)(C)C)C 6-fluoro-5-methyl-1-(tetrahydro-2H-pyran-2-yl)-4-(4,4,5,5-tetramethyl-1,3,2-dioxaborolan-2-yl)-1H-indazole